C(C)OC([O-])=O.C(C)[N+](C)(CCOCCOC)CC N,N-diethyl-N-[2-(2-methoxyethoxy)ethyl]-N-methylammonium ethyl-carbonate